FC1=C2C=CN(C2=C(C=C1)C)C=1N=CN(C1)C1CCN(CC1)C 4-fluoro-7-methyl-N-(1-(1-methylpiperidin-4-yl)-1H-imidazol-4-yl)-1H-indole